6-((4,6-dimethyl-2-oxo-1,2-dihydropyridin-3-yl)methyl)-2-(trans-4-(dimethylamino)cyclohexyl)-9-(6-fluoropyridin-3-yl)-2,4-dimethyl-7,8-dihydro-[1,3]dioxolo[4,5-g]isoquinolin-5(6H)-one CC1=C(C(NC(=C1)C)=O)CN1C(C=2C(=C3C(=C(C2CC1)C=1C=NC(=CC1)F)OC(O3)(C)[C@@H]3CC[C@H](CC3)N(C)C)C)=O